ClCCN1CCN(CC1)C1=CC=C2CN(C(C2=C1)=O)C1C(NC(CC1)=O)=O 3-(6-(4-(2-chloroethyl)piperazine-1-yl)-1-oxoisoindol-2-yl)piperidine-2,6-dione